CN(S(=O)(=O)N1CCC2=CC=C(C=C12)C(=O)O)C 1-[(dimethylamino)sulfonyl]-2,3-dihydro-1H-indole-6-carboxylic acid